COC[C@@H]1N(CCN(C1)C(=O)OC(C)(C)C)C(=O)OC(C)(C)C di-tert-butyl (R)-2-(methoxymethyl)piperazine-1,4-dicarboxylate